cis-N-(3-(trans-2-cyanocyclobutyl)-4-(trifluoromethyl)phenyl)-3-(trifluoromethyl)-6-azabicyclo[3.1.1]heptane-6-carboxamide C(#N)[C@H]1[C@@H](CC1)C=1C=C(C=CC1C(F)(F)F)NC(=O)N1C2CC(CC1C2)C(F)(F)F